propyl-N,N-dimethylthiocarbamoyltetrasulfide C(CC)S=C(N(C)C)SSSSC(N(C)C)=SCCC